NC1=NC=2C=CC(=CC2C2=C1C(=NN2C)C)C(=O)N(OC)CC2=CC=C(C=C2)C#N 4-amino-N-(4-cyanobenzyl)-N-methoxy-1,3-dimethyl-1H-pyrazolo[4,3-c]quinoline-8-carboxamide